1-cyclopropyl-6-fluoro-7-morpholino-4-oxo-1,4-dihydroquinoline-3-carbonyl chloride C1(CC1)N1C=C(C(C2=CC(=C(C=C12)N1CCOCC1)F)=O)C(=O)Cl